COCCS(=O)(=O)NCCCN(CCCCCCCC(=O)OCCC(CCCCC)CCCCC)CCCCCCCC(=O)OCCC(CCCCC)CCCCC bis(3-Pentyloctyl) 8,8'-((3-((2-methoxyethyl)sulfonamido)propyl)azanediyl)dioctanoate